(R)-N-(4-(7-ethyl-5-((R)-1-methyl-1,2,3,4-tetrahydroisoquinoline-2-carbonyl)oxazolo[5,4-b]pyridin-2-yl)-3-fluorophenyl)-3-hydroxypyrrolidine-1-carboxamide C(C)C1=C2C(=NC(=C1)C(=O)N1[C@@H](C3=CC=CC=C3CC1)C)OC(=N2)C2=C(C=C(C=C2)NC(=O)N2C[C@@H](CC2)O)F